3-((8-(4,4-Difluoropiperidin-1-yl)pyrido[3,4-d]pyrimidin-2-yl)amino)-1-(2-hydroxyethyl)-6-Methyl-5,6,7,8-tetrahydro-1,6-naphthyridin-2(1H)-one FC1(CCN(CC1)C1=NC=CC2=C1N=C(N=C2)NC=2C(N(C=1CCN(CC1C2)C)CCO)=O)F